N-[4-[2-[2-(2-aminoethylsulfamoyl)ethyl]phenyl]thiazol-2-yl]-6-fluoro-pyridine-2-sulfonamide NCCNS(=O)(=O)CCC1=C(C=CC=C1)C=1N=C(SC1)NS(=O)(=O)C1=NC(=CC=C1)F